1-(2'-benzoyl-4-chlorophenyl)-2-(4'-methylphenyl)phenylacetylene C(C1=CC=CC=C1)(=O)C1=C(C=CC(=C1)Cl)C1(C(C=CC=C1)C1=CC=C(C=C1)C)C#C